(3R*,4R*)-1-Cyclopentyl-4-{[1-(2,4-difluoro-phenyl)-1H-[1,2,3]triazole-4-carbonyl]-amino}-piperidine-3-carboxylic acid ((R)-1-pyrazin-2-yl-ethyl)-amide N1=C(C=NC=C1)[C@@H](C)NC(=O)[C@@H]1CN(CC[C@H]1NC(=O)C=1N=NN(C1)C1=C(C=C(C=C1)F)F)C1CCCC1 |o1:11,16|